NC1=C2C(=NC=N1)N(N=C2C2=CC=C(C=C2)OC2=CC=CC=C2)C2CN(CCC2)C(C=CC2=CC=C(C=C2)OC)=O 1-(3-(4-amino-3-(4-phenoxyphenyl)-1H-pyrazolo[3,4-d]pyrimidin-1-yl)piperidin-1-yl)-3-(4-methoxyphenyl)prop-2-en-1-one